C(C)(C)(C)OC(=O)N1CCC(CC1)(O)[C@H](C1CCOCC1)C1=NC=C(C=C1)Cl tert-butyl-4-[(R)-(5-chloro-2-pyridyl)-tetrahydropyran-4-yl-methyl]-4-hydroxy-piperidine-1-carboxylate